FC(CN(CC[C@@H](C(=O)O)NC1=NC=NC=C1C1=CC=CC=C1)CCCCC1=NC=2NCCCC2C=C1)F (S)-4-((2,2-difluoroethyl)(4-(5,6,7,8-tetrahydro-1,8-naphthyridin-2-yl)butyl)amino)-2-((5-phenylpyrimidin-4-yl)amino)butanoic acid